N1=CN=C(C2=C1NC=C2)N2CCC(CC2)NS(=O)(=O)C2=C(C(=C(C(=C2F)F)Br)F)F N-(1-(7H-pyrrolo[2,3-d]pyrimidin-4-yl)piperidin-4-yl)-4-bromo-2,3,5,6-tetrafluorobenzenesulfonamide